BrC=1C=C(CC2(CCC2)CN)C=CC1 (1-(3-bromobenzyl)cyclobutyl)methanamine